6-((1H-indazol-4-yl)methyl)-2-(amino(1H-pyrazol-3-yl)methyl)-4-methyl-4,6-dihydro-5H-thiazolo[5',4':4,5]pyrrolo[2,3-d]pyridazin-5-one N1N=CC2=C(C=CC=C12)CN1N=CC2=C(C1=O)N(C1=C2SC(=N1)C(C1=NNC=C1)N)C